(1R,4S)-7,7-dimethyl-2-(4-morpholinophenyl)-2-azabicyclo[2.2.2]octan-5-one CC1([C@@H]2N(C[C@@H](C(C2)=O)C1)C1=CC=C(C=C1)N1CCOCC1)C